[Mg].[Ca].N[C@@H](CC(=O)O)C(=O)O L-aspartic acid calcium-magnesium